C(N)(=O)NCCCCCN 5-(carbamoylamino)pentanamidol